methyl N-methyl-N-((R)-3-methylpiperazine-1-carbonyl)-L-valinate CN([C@@H](C(C)C)C(=O)OC)C(=O)N1C[C@H](NCC1)C